CC=1C=CC=C2C(C(NC12)=O)=O 7-methyl-isatin